5-(5-methyl-7-oxo-5,6,7,8-tetrahydropteridin-4-yl)thiophene-3-carboxylic acid methyl ester COC(=O)C1=CSC(=C1)C1=NC=NC=2NC(CN(C12)C)=O